5-cyclopropyl-3-(2,6-dichlorophenyl)-4-((7-((2-methoxy-4-nitrophenyl)sulfonyl)-7-azaspiro[3.5]non-2-yl)methyl)isoxazole C1(CC1)C1=C(C(=NO1)C1=C(C=CC=C1Cl)Cl)CC1CC2(C1)CCN(CC2)S(=O)(=O)C2=C(C=C(C=C2)[N+](=O)[O-])OC